CNCC1CCC(CC1)N1C2=NC(=NC=C2N=C1NC1=CC(=CC=C1)C(F)(F)F)NC1(CCOCC1)C 9-((1S,4S)-4-((methylamino)methyl)cyclohexyl)-N2-(4-methyltetrahydro-2H-pyran-4-yl)-N8-(3-(trifluoromethyl)phenyl)-9H-purine-2,8-diamine